CC1=NC2=C(C=3C(C(=C2N=C1)C1=CC=C(S1)C1=CC=C(C=C1)C1=C(C2=CC=CC=C2C=C1)NC1=CC=CC=C1)=NSN3)C3=CC=C(S3)C3=CC=C(C=C3)C3=C(C1=CC=CC=C1C=C3)NC3=CC=CC=C3 N'-(((6-methyl-[1,2,5]thiadiazolo[3,4-g]quinoxalin-4,9-diyl)bis(thiophene-5,2-diyl))bis(4,1-phenylene))bis(N-phenylnaphthalen-1-amine)